1-(2-methylphenyl)piperidin-2-one CC1=C(C=CC=C1)N1C(CCCC1)=O